3-bromo-2-(1-(2-fluorophenyl)vinyl)aniline BrC=1C(=C(N)C=CC1)C(=C)C1=C(C=CC=C1)F